iodomethyl 4-(2-(2,6-diethylphenyl)-5-(5-(trifluoromethyl)pyrimidin-2-yl)-4,5,6,7-tetrahydro-2H-pyrazolo[4,3-c]pyridin-3-yl)-6-fluoro-7-methoxy-1H-indole-1-carboxylate C(C)C1=C(C(=CC=C1)CC)N1N=C2C(CN(CC2)C2=NC=C(C=N2)C(F)(F)F)=C1C1=C2C=CN(C2=C(C(=C1)F)OC)C(=O)OCI